oxopropan O=CCC